N1N=C(C=C1C(=O)[O-])C(=O)OC Methyl 1H-pyrazole-3,5-dicarboxylate